6-(2-(5-Chloropyridin-2-yl)propyl)-1,3,5-triazine-2,4(1H,3H)-dione ClC=1C=CC(=NC1)C(CC1=NC(NC(N1)=O)=O)C